FC(C=O)(F)F.C1(CCCCC1)NC(=O)C1CCNCC1 N-cyclohexylpiperidine-4-carboxamide compound with 2,2,2-trifluoroacetaldehyde